isopropyl (1,2-dimethyl-2-cyclopentenyl)acetate CC1(C(=CCC1)C)CC(=O)OC(C)C